Cl.C1CC12NCCC=C2C2=CNC1=NC=CC=C12 3-(4-azaspiro[2.5]oct-7-en-8-yl)-1H-pyrrolo[2,3-b]pyridine hydrochloride